tert-butyl 5-cyclopropyl-4-formyl-7-methylindole-1-carboxylate C1(CC1)C=1C(=C2C=CN(C2=C(C1)C)C(=O)OC(C)(C)C)C=O